C(=O)(OCC1C2=CC=CC=C2C2=CC=CC=C12)N[C@@H](C)C(=O)Cl Fmoc-alanyl chloride